1-((1H-1,2,3-triazol-4-yl)methyl)-3-(3-chloro-4-fluorophenyl)-1-(1-(1-oxo-1,2-dihydroisoquinolin-4-yl)ethyl)urea N1N=NC(=C1)CN(C(=O)NC1=CC(=C(C=C1)F)Cl)C(C)C1=CNC(C2=CC=CC=C12)=O